2-(4,6-bis(2,4-dimethylphenyl)-1,3,5-triazin-2-yl)-2-ethyloxyphenol CC1=C(C=CC(=C1)C)C1=NC(=NC(=N1)C1=C(C=C(C=C1)C)C)C1(C(C=CC=C1)O)OCC